C1(CC1)C1=CC=CC=2C(=NC(OC21)(C)C)N2C(=NC1=C2C=CC(=C1C)C)C 8-cyclopropyl-2,2-dimethyl-4-(2,4,5-trimethyl-1H-benzo[d]imidazol-1-yl)-2H-benzo[e][1,3]oxazine